2-methoxy-1-(3-(4-(2-(trifluoromethyl)phenyl)piperidine-1-carbonyl)-6,7-dihydro-1H-pyrazolo[4,3-c]pyridin-5(4H)-yl)ethanone COCC(=O)N1CC2=C(CC1)NN=C2C(=O)N2CCC(CC2)C2=C(C=CC=C2)C(F)(F)F